3-(4-hydroxyphenyl)-4-(4-hydroxy-3-methyl-phenyl)chroman-7-ol OC1=CC=C(C=C1)C1COC2=CC(=CC=C2C1C1=CC(=C(C=C1)O)C)O